2,3,4-trimethyl-6-heptenoic acid CC(C(=O)O)C(C(CC=C)C)C